N1(N=CN=C1)CCCN 3-(1H-1,2,4-triazol-1-yl)propylamine